C(C)(C)OC1=CC=C(C=C1)C1CN(C1)C(=O)N1CC(CC1)C1=CC=NN1 (-)-[3-(4-Isopropoxyphenyl)azetidin-1-yl]-[3-(1H-pyrazol-5-yl)pyrrolidin-1-yl]methanone